L-valyl-L-carnitine N[C@@H](C(C)C)C(=O)[C@](O)(C[N+](C)(C)C)CC([O-])=O